sodium tetrakis(1-imidazolyl)borate N1(C=NC=C1)[B-](N1C=NC=C1)(N1C=NC=C1)N1C=NC=C1.[Na+]